sodium N-lauroyl-N-methylaminopropionate C(CCCCCCCCCCC)(=O)N(C)C(C(=O)[O-])C.[Na+]